CC=1C=CC=C2C=NN(C12)C1CC(C1)O (1r,3r)-3-(7-methyl-1H-indazol-1-yl)cyclobutan-1-ol